4-chloro-1-(2-(oxiran-2-yl)ethyl)-1H-pyrazolo[3,4-d]Pyrimidine ClC1=C2C(=NC=N1)N(N=C2)CCC2OC2